C1(CC1)OC1=NC=CC(=C1)N1C[C@H](CC1)C(=O)N[C@@H]([C@H](O)C1=CC2=C(OCCO2)C=C1)CN1CCCC1 (S)-1-(2-cyclopropoxypyridin-4-yl)-N-((1R,2R)-1-(2,3-dihydrobenzo[b][1,4]dioxin-6-yl)-1-hydroxy-3-(pyrrolidin-1-yl)propan-2-yl)pyrrolidine-3-carboxamide